C(C=1C(O)=CC=CC1O)(=O)O γ-resorcylic acid